ClC=1C=C2C(N(CN(C2=CC1)C1=C(C=C(C=C1)F)C)C=1C(=NC(=CC1)OC)CC)=O 6-chloro-3-(2-ethyl-6-methoxypyridin-3-yl)-1-(4-fluoro-2-methylphenyl)-2,3-dihydroquinazolin-4(1H)-one